BrC1=CC=C2C=CC(=CC2=C1)OCC(=O)N1C(CCCC1)CCC 2-((7-bromonaphthalen-2-yl)oxy)-1-(2-propylpiperidin-1-yl)ethan-1-one